6-(1H-imidazol-2-yl)-4-morpholino-2-(3-phenyl-1H-pyrazol-1-yl)furo[3,2-d]pyrimidine N1C(=NC=C1)C1=CC=2N=C(N=C(C2O1)N1CCOCC1)N1N=C(C=C1)C1=CC=CC=C1